3,6-Dimethylundecan CC(CC)CCC(CCCCC)C